FC(CC12CN(CCC1OC(N2)=O)C(=O)OC(C)(C)C)F tert-butyl 3a-(2,2-difluoroethyl)-2-oxohexahydrooxazolo[4,5-c]pyridine-5(4H)-carboxylate